dimethylsilyl-bis(2-isopropyl-indenyl)zirconium dichloride [Cl-].[Cl-].C[SiH](C)[Zr+2](C1C(=CC2=CC=CC=C12)C(C)C)C1C(=CC2=CC=CC=C12)C(C)C